3-(5-(4-((2,6-dimethylpiperidin-1-yl)methyl)pyridin-2-yl)-1-oxoisoindolin-2-yl)piperidine-2,6-dione CC1N(C(CCC1)C)CC1=CC(=NC=C1)C=1C=C2CN(C(C2=CC1)=O)C1C(NC(CC1)=O)=O